C1(=CC=CC=C1)P(=O)(OC=1C(=C(C2=CC=CC=C2C1)C1=CC=CC2=CC=CC=C12)OP(=O)(C1=CC=CC=C1)C1=CC=CC=C1)C1=CC=CC=C1 (R/S)-bis(diphenylphosphinyloxy)-1,1'-binaphthyl